2-ethylhexyl-α-cyano-β-phenylcinnamate C(C)C(COC(C(=C(C1=CC=CC=C1)C1=CC=CC=C1)C#N)=O)CCCC